2,3-dilauryloxypropylamine C(CCCCCCCCCCC)OC(CN)COCCCCCCCCCCCC